ClC1=NC=C(C(=N1)OC1=NC=2C=CC3=C(C2N=C1)C1=C(S3)C(N[C@@H](CN1)C)=O)CN(C(OC(C)(C)C)=O)C tert-butyl (R)-((2-chloro-4-((10-methyl-8-oxo-9,10,11,12-tetrahydro-8H-[1,4]diazepino[5',6':4,5]thieno[3,2-f]quinoxalin-3-yl)oxy)pyrimidin-5-yl)methyl)(methyl)carbamate